1-[4-[7-fluoro-4-[3-methyl-4-(1-methylbenzotriazol-5-yl)oxy-anilino]pyrido[3,2-d]pyrimidin-6-yl]piperazin-1-yl]prop-2-en-1-one FC1=CC=2N=CN=C(C2N=C1N1CCN(CC1)C(C=C)=O)NC1=CC(=C(C=C1)OC1=CC2=C(N(N=N2)C)C=C1)C